2-(2-((3r,4r)-3-amino-4-fluoropiperidin-1-yl)-5,6-difluoro-1H-benzo[d]imidazol-1-yl)-1-(octahydroisoquinolin-2(1H)-yl)ethan-1-one N[C@@H]1CN(CC[C@H]1F)C1=NC2=C(N1CC(=O)N1CC3CCCCC3CC1)C=C(C(=C2)F)F